1-[(2R,4S,5R)-4-[(tert-butyldimethylsilyl)oxy]-5-[[(tert-butyldimethylsilyl)oxy]methyl]oxolan-2-yl]-3H-pyrimidine-2,4-dione [Si](C)(C)(C(C)(C)C)O[C@H]1C[C@@H](O[C@@H]1CO[Si](C)(C)C(C)(C)C)N1C(NC(C=C1)=O)=O